N1C=CC2=CC(=CC=C12)CN[C@H]1[C@@H](CCC1)OC=1C=C2CN(C(C2=CC1)=O)C1C(NC(CC1)=O)=O 3-(5-(((1R,2R)-2-(((1H-indol-5-yl)methyl)amino)cyclopentyl)oxy)-1-oxoisoindolin-2-yl)piperidine-2,6-dione